CCCCCC(C(C/C=C\C/C=C\C/C=C\CCCC(=O)O)O)O 14,15-dihydroxyeicosatrienoic acid